CC1(CC1)C(=O)N[C@@H]1[C@H](N(C(C1)=O)C=1C=C2C=NN(C2=CC1)C1=CC=C(C=C1)F)C1=CC=C(C=C1)F |r| 1-methyl-N-[rac-(2R,3S)-2-(4-fluorophenyl)-1-[1-(4-fluorophenyl)indazol-5-yl]-5-oxo-pyrrolidin-3-yl]-cyclopropanecarboxamide